ethyl (2S)-3-(4-cyanoimidazol-1-yl)-2-hydroxy-propanoate C(#N)C=1N=CN(C1)C[C@@H](C(=O)OCC)O